N-(5-chloro-6-(2H-1,2,3-triazol-2-yl)pyridin-3-yl)-5-methyl-1-(1-oxo-1,2-dihydroisoquinolin-5-yl)-1H-1,2,3-triazole-4-carboxamide ClC=1C=C(C=NC1N1N=CC=N1)NC(=O)C=1N=NN(C1C)C1=C2C=CNC(C2=CC=C1)=O